tributyl-(1-ethoxy-ethenyl)-stannane C(CCC)[Sn](C(=C)OCC)(CCCC)CCCC